(3R)-3-cyclopropyl-3-{4-[7-(2-trimethylsilanyl-ethoxymethyl)-7H-pyrrolo[2,3-d]pyrimidin-4-yl]-pyrazol-1-yl}-propionitrile C1(CC1)[C@@H](CC#N)N1N=CC(=C1)C=1C2=C(N=CN1)N(C=C2)COCC[Si](C)(C)C